1-(2-(((3R,5S)-5-methylpyrrolidin-3-yl)oxy)-5,7-dihydro-6H-pyrrolo[3,4-d]pyrimidin-6-yl)ethan-1-one C[C@H]1C[C@H](CN1)OC=1N=CC2=C(N1)CN(C2)C(C)=O